FC=1C=CC2=C(C(NS2)=O)C1 5-fluorobenzo[d]isothiazol-3(2H)-one